1-Oxa-6-azaspiro[3.5]nonane ethanedioate C(C(=O)O)(=O)O.O1CCC12CNCCC2